N-(1-(2-methoxy-3-(1-methyl-1H-1,2,4-triazol-3-yl)phenyl)-1H-pyrazolo[3,4-d]pyrimidin-6-yl)cyclopropanecarboxamide COC1=C(C=CC=C1C1=NN(C=N1)C)N1N=CC=2C1=NC(=NC2)NC(=O)C2CC2